tert-butyl-4-[2-[[2-[N-[(2R,4R)-4-methoxypyrrolidine-2-carbonyl]-4-(pentafluoro-λ6-sulfanyl)anilino]-2-(3-pyridyl)acetyl]amino]ethyl]piperazine-1-carboxylate C(C)(C)(C)OC(=O)N1CCN(CC1)CCNC(C(C=1C=NC=CC1)N(C1=CC=C(C=C1)S(F)(F)(F)(F)F)C(=O)[C@@H]1NC[C@@H](C1)OC)=O